CC=1C(=C(C=C(C1)C)O)C1=C2C(=C(N=N1)N[C@H]1CN(CCC1)C)C=NC=C2 3,5-Dimethyl-2-(4-(((R)-1-methylpiperidin-3-yl)amino)pyrido[3,4-d]pyridazin-1-yl)phenol